N1N=CC=2C1=NC=C(C2)CN2CCC1=CC=C(C=C21)C(=O)OC methyl 1-((1H-pyrazolo[3,4-b]pyridin-5-yl)methyl)indoline-6-carboxylate